7-Benzyl-2,7-diazaspiro[4.5]decane-3,6,8-trione C(C1=CC=CC=C1)N1C(C2(CC(NC2)=O)CCC1=O)=O